FC1=CC=C(C=C1)C1=C(C=C(N1)C1CC2CCC(C1)N2C(=O)OC(C)(C)C)C2=CC=NC=C2 tert-Butyl 3-(5-(4-fluorophenyl)-4-(pyridin-4-yl)-1H-pyrrol-2-yl)-8-azabicyclo[3.2.1]octane-8-carboxylate